O1C(CCC1)CS(=O)(=O)C1=CC=C(N)C=C1 4-(((tetrahydrofuran-2-yl)methyl)sulfonyl)aniline